thiazolyl-sulfur dioctylterephthalate C(CCCCCCC)OC(C1=CC=C(C(=O)OCCCCCCCC)C=C1)=O.S1C(=NC=C1)[S]